1,3-diphenylprop-2-en-1-one O-acetyloxime C(C)(=O)ON=C(C=CC1=CC=CC=C1)C1=CC=CC=C1